OCC=1C=C2C=C(N(C2=CC1)C)C(=O)[O-] 5-(hydroxymethyl)-1-methyl-1H-indole-2-carboxylate